N-(2,6-dimethyl-4-(trifluoromethyl)phenyl)-1-(1-methyl-1H-imidazol-4-yl)-1H-imidazo[4,5-c]pyridin-4-amine CC1=C(C(=CC(=C1)C(F)(F)F)C)NC1=NC=CC2=C1N=CN2C=2N=CN(C2)C